[N+](=O)(OCCCNC1CN(C1)S(=O)(=O)C1=CC(=C(C=C1)OCC)C1=NN2C(C(N1)=O)=C(N=C2CCC)C)[O-] 3-((1-((4-ethoxy-3-(5-methyl-4-oxo-7-propyl-3,4-dihydroimidazo[5,1-f][1,2,4]triazin-2-yl)phenyl)sulfonyl)azetidin-3-yl)amino)propyl nitrate